6-(((S)-1-((2S,4R)-4-hydroxy-2-(((S)-1-(4-(4-methylthiazol-5-yl)phenyl)ethyl)carbamoyl)pyrrolidin-1-yl)-3,3-dimethyl-1-oxobutan-2-yl)carbamoyl)spiro[3.3]heptane-2-carboxylic acid O[C@@H]1C[C@H](N(C1)C([C@H](C(C)(C)C)NC(=O)C1CC2(CC(C2)C(=O)O)C1)=O)C(N[C@@H](C)C1=CC=C(C=C1)C1=C(N=CS1)C)=O